(3R,4R)-1-(5-Chloro-1-((R)-1-(5-chloropyridin-2-yl)ethyl)-1H-benzo[d]imidazol-2-yl)-4-fluoropiperidin-3-amin-hydrochlorid Cl.ClC1=CC2=C(N(C(=N2)N2C[C@H]([C@@H](CC2)F)N)[C@H](C)C2=NC=C(C=C2)Cl)C=C1